[Rh+].OC1=CCCC=CCC1 hydroxy(1,5-cyclooctadiene) rhodium (I)